8-[(1R)-1-[4-fluoro-2-[(3R)-3-hydroxy-1-piperidyl]anilino]ethyl]-3,6-dimethyl-2-tetrahydropyran-4-yl-quinazolin-4-one FC1=CC(=C(N[C@H](C)C=2C=C(C=C3C(N(C(=NC23)C2CCOCC2)C)=O)C)C=C1)N1C[C@@H](CCC1)O